Tetramethoxytitanium CO[Ti](OC)(OC)OC